COC1=CC=C(C=C1)SSC1=CC=C(C=C1)OC 1,2-bis(4-methoxyphenyl)disulfane